1-hexadecylamine hydrofluoride F.C(CCCCCCCCCCCCCCC)N